COC(=O)C1C(C=2C(=NC(=CC2)OC)CO1)=O.CSC(C)S(=O)(=O)N1C(CCCC1)C=1NC(=CN1)C1=CC=C(C=C1)C 1-((1-(methylthio)ethyl)sulfonyl)-2-(5-(p-tolyl)-1H-imidazol-2-yl)piperidine methyl-2-methoxy-5-oxo-5,8-dihydro-6H-pyrano[3,4-b]pyridine-6-carboxylate